FC=1C=C2C(C(C(NC2=CC1F)=O)(C)C)NC1=CC=CC=C1 6,7-Difluoro-3,3-dimethyl-4-(phenylamino)-3,4-dihydroquinolin-2(1H)-one